((((2R,3S,4R,5R)-5-(4-(cyclopentylamino)-6-(2-hydroxypropan-2-yl)-1H-pyrazolo[3,4-d]pyrimidin-1-yl)-3,4-dihydroxytetrahydrofuran-2-yl)methoxy)methyl)phosphonic acid C1(CCCC1)NC1=C2C(=NC(=N1)C(C)(C)O)N(N=C2)[C@H]2[C@@H]([C@@H]([C@H](O2)COCP(O)(O)=O)O)O